C(C)(=O)NC1=C(C=CC=C1)B(O)O (2-acetamidophenyl)boronic acid